COC(C(C)NC1=C(C=C(C(=O)OCC)C=C1)[N+](=O)[O-])=O Ethyl 4-((1-methoxy-1-oxopropan-2-yl) amino)-3-nitrobenzoate